2-(1-(2-cyanophenyl)-1-phenylpropan-2-yl)-N-(3-fluorophenyl)-5-hydroxy-1-methyl-6-oxo-1,6-dihydropyrimidine-4-carboxamide C(#N)C1=C(C=CC=C1)C(C(C)C=1N(C(C(=C(N1)C(=O)NC1=CC(=CC=C1)F)O)=O)C)C1=CC=CC=C1